naphthyl(biphenylyl)anthracene-d15 C1(=CC=CC2=CC=CC=C12)C=1C(=C(C(C2(C(C3(C(C(C(C(C3=CC12)([2H])[2H])([2H])[2H])([2H])[2H])([2H])[2H])[2H])([2H])[2H])[2H])([2H])[2H])[2H])C1=C(C=CC=C1)C1=CC=CC=C1